FC1(C(N(C2=C(N(C1)C(C)C)N=C(N=C2)NC2=C(C=C(C(=O)OC1CC3(C1)CCN(CC3)C(=O)[O-])C=C2)OC)C)=O)F 2-((4-((7,7-difluoro-9-isopropyl-5-methyl-6-oxo-6,7,8,9-tetrahydro-5H-pyrimido[4,5-b][1,4]diazepin-2-yl)amino)-3-methoxybenzoyl)oxy)-7-azaspiro[3.5]nonane-7-carboxylate